3-bromo-5-fluoro-4-(hydroxymethyl)-N,N-dimethylbenzamide BrC=1C=C(C(=O)N(C)C)C=C(C1CO)F